ClC1=CC(=C(C=C1)NC(=O)N1C[C@H](N(C[C@H]1CO)C(=O)OC(C)(C)C)CC)C#N tert-butyl (2R,5S)-4-[(4-chloro-2-cyano-phenyl)carbamoyl]-2-ethyl-5-(hydroxymethyl)piperazine-1-carboxylate